FC(C(=O)N(C1=CC(=C(C(=C1)C)F)C)[C@@H](C(=O)OC)CCC\C=C\CCCCC)(F)F Methyl (R,E)-2-(2,2,2-trifluoro-N-(4-fluoro-3,5-dimethylphenyl)acetamido)dodec-6-enoate